CC1=CC(=C(N)C=C1OC(F)(F)F)C#C[Si](C)(C)C 4-methyl-5-(trifluoromethoxy)-2-((trimethylsilyl)ethynyl)aniline